CN1N=C(C2=CC=C(C=C12)[C@H]1C[C@@H](NCC1)C)C1C(NC(CC1)=O)=O 3-[1-methyl-6-[(2S,4R)-2-methyl-4-piperidyl]indazol-3-yl]piperidine-2,6-dione